C(CCC)OC1=C(C=CC=C1)NC(\C=C\C1=CC=C(C=C1)SC)=O (E)-N-(2-butoxyphenyl)-3-(4-(methylthio)phenyl)acrylamide